C1(CC1)COC=1C=C2CCN3[C@@H](C2=CC1OC)C[C@H]([C@@H](C3)CC(C)(C)C)O (2R,3R,11bR)-9-(cyclopropylmethoxy)-3-(2,2-dimethylpropyl)-10-methoxy-1H,2H,3H,4H,6H,7H,11bH-pyrido[2,1-a]isoquinolin-2-ol